FC=1C=C(C=CC1)[C@@H]1N2C(COC1)=NC1=C2C=C(C=C1)C=1C=NC(=NC1)N1CCOCC1 (S)-4-(3-fluorophenyl)-7-(2-morpholinylpyrimidin-5-yl)-3,4-dihydro-1H-benzo[4,5]imidazo[2,1-c][1,4]oxazine